2-[Methyl-(1-methyl-azetidine-3-carbonyl)-amino]-5-oxo-5H-thieno[3,2-b]pyran-6-carboxylic acid CN(C1=CC=2OC(C(=CC2S1)C(=O)O)=O)C(=O)C1CN(C1)C